N1(C=NC=C1)C=1C=C(CN(CCC2=CC=C(C=C2)NC(=O)C2=C(C=C(C(=C2)OC)OC)NC(=O)C2=NC3=CC=CC=C3N=C2)CC=2C=C3C=NN(C3=CC2)C)C=CC1 N-(2-((4-(2-((3-(1H-Imidazol-1-yl)benzyl)((1-methyl-1H-indazol-5-yl)methyl)amino)ethyl)phenyl)carbamoyl)-4,5-dimethoxyphenyl)quinoxaline-2-carboxamide